C(C)[C@@H]1C[C@H](CN1NC1=C2C(=NC=C1N)N(C=C2)S(=O)(=O)C2=CC=C(C)C=C2)C#N (3R,5R)-5-ethyl-1-((5-amino-1-p-toluenesulfonyl-1H-pyrrolo[2,3-b]pyridin-4-yl)amino)pyrrolidine-3-carbonitrile